C(CCCCCCCCCCCCCCCCC)(=O)[O-].[Mn+2].C(CCCCCCCCCCCCCCCCC)(=O)[O-] manganese (II) Stearate